trans-(2-(((5-Cyclohexyl-1-(morpholinosulfonyl)piperidin-3-yl)methyl)sulfonyl)pyridin-4-yl)methanamine 2,2,2-trifluoroacetate FC(C(=O)O)(F)F.C1(CCCCC1)[C@H]1C[C@@H](CN(C1)S(=O)(=O)N1CCOCC1)CS(=O)(=O)C1=NC=CC(=C1)CN